N-(1-Cyclooctyl-2-{[4-methyl-3-(tetrahydro-pyran-4-yl)isoxazol-5-yl]amino}-2-oxoethyl)-3-methylisoxazole-4-carboxamide C1(CCCCCCC1)C(C(=O)NC1=C(C(=NO1)C1CCOCC1)C)NC(=O)C=1C(=NOC1)C